[3-Amino-2-hydroxypropyl]-methylphosphinic acid NCC(CP(O)(=O)C)O